FC1(OC2=C(O1)C=CC=C2)F 2,2-difluoro[1,3]benzodioxole